3-(3,3-Difluoroazetidin-1-yl)-1-methyl-1H-indazol-5-amine FC1(CN(C1)C1=NN(C2=CC=C(C=C12)N)C)F